3-(1'-((1-(cyclopropylmethyl)-1H-pyrazol-4-yl)methyl)-6-oxo-6,8-dihydro-2H,7H-spiro[furo[2,3-e]isoindole-3,4'-piperidin]-7-yl)piperidine-2,6-dione C1(CC1)CN1N=CC(=C1)CN1CCC2(CC1)COC1=C3CN(C(C3=CC=C12)=O)C1C(NC(CC1)=O)=O